FC=1C=CC=C2CN(C(=NC12)N1CCN(CC1)C1=CC(=CC=C1)OC)C1=C(C=CC(=C1)C(F)(F)F)OC 8-fluoro-2-[4-(3-Methoxyphenyl)piperazin-1-yl]-3-[2-methoxy-5-(trifluoromethyl)phenyl]-3,4-dihydroquinazoline